CCC[N+](C)(C)C.C(F)(F)(F)S(=O)(=O)[N-]S(=O)(=O)C(F)(F)F N-Trimethyl-N-propylammonium bis(trifluoromethanesulfonyl)imide